5-((3-methyl-1H-pyrrolo[2,3-b]pyridin-4-yl)oxy)-2,3-dihydro-1H-inden-2-amine CC1=CNC2=NC=CC(=C21)OC=2C=C1CC(CC1=CC2)N